(2S)-2-((2-((1-methoxy-3-methyl-1,3-dihydrobenzo[c][1,2]oxaborol-5-yl)amino)-5-(5-(pyridin-3-yl)-1,3,4-oxadiazol-2-yl)pyridin-4-yl)amino)-2-phenylethan-1-ol COB1OC(C2=C1C=CC(=C2)NC2=NC=C(C(=C2)N[C@H](CO)C2=CC=CC=C2)C=2OC(=NN2)C=2C=NC=CC2)C